N-(N,N-Dimethylsulfamoyl)-4-oxo-4-(5-(quinoxalin-6-yl)-3-(4-(trifluoromethoxy)phenyl)-4,5-dihydro-1H-pyrazol-1-yl)butanamide CN(S(=O)(=O)NC(CCC(N1N=C(CC1C=1C=C2N=CC=NC2=CC1)C1=CC=C(C=C1)OC(F)(F)F)=O)=O)C